N,N-diiodotaurine IN(CCS(=O)(=O)O)I